FC1(CCC(CC1)C1=NC(=NC2=NC(=C(N=C12)C)C)[C@H]1C[C@H](OCC1)C=1C=NN(C1)C)F 4-(4,4-difluorocyclohexyl)-6,7-dimethyl-2-((2S,4R)-2-(1-methyl-1H-pyrazol-4-yl)tetrahydro-2H-pyran-4-yl)pteridine